diethoxydiisopropoxytitanium C(C)O[Ti](OC(C)C)(OC(C)C)OCC